N1(CCCC1)C=1C=2CCCCC2N=C2C=CC(=CC12)C1=CC(=NC=C1)C1(CC1)C(=O)N {4-[9-(pyrrolidin-1-yl)-5,6,7,8-tetrahydroacridin-2-yl]pyridin-2-yl}cyclopropanecarboxamide